5,7-difluoro-1,1a,2,8b-tetrahydrobenzo[b]cyclopropa[d]azepin-3(4H)-one FC1=CC(=CC2=C1NC(CC1C2C1)=O)F